sodium hydrogenphosphate-dihydrate O.O.P(=O)(O)([O-])[O-].[Na+].[Na+]